N1(N=CN=C1)CC1(COC1)CNC1=C(C=C(C=C1)N)C(F)(F)F N1-((3-((1H-1,2,4-triazol-1-yl)methyl)oxetan-3-yl)methyl)-2-(trifluoromethyl)benzene-1,4-diamine